CC1(OB(OC1(C)C)C1=C(C(=CC=C1)C1=CC=CC=C1)N)C 3-(4,4,5,5-tetramethyl-1,3,2-dioxaborolan-2-yl)-[1,1'-biphenyl]-2-amine